OCCS(=O)(=O)NC1=CC(=C(C(=O)NC2=CC=C3CCN(C3=C2)C(C(F)(F)F)=O)C=C1)N1CCC2(CC2)CC1 4-((2-hydroxyethyl)sulfonamido)-2-(6-azaspiro[2.5]octan-6-yl)-N-(1-(2,2,2-trifluoroacetyl)indolin-6-yl)benzamide